ClCC=1C(=NN(C1)C)C(=O)OC methyl 4-(chloromethyl)-1-methyl-pyrazole-3-carboxylate